OC1=C(C=C(C=C1)C=1C=NN(C1)CCC(C)C)N1CC(NS1(=O)=O)=O 5-(2-hydroxy-5-(1-isopentyl-1H-pyrazol-4-yl)phenyl)-1,2,5-thiadiazolidin-3-one 1,1-dioxide